4-t-butylsalicylic acid C(C)(C)(C)C=1C=C(C(C(=O)O)=CC1)O